O=C1NC(CCC1N1C(C2=CC=C(C=C2C1=O)N1CCC2(CN(CCO2)CCCCC(=O)OC)CC1)=O)=O Methyl 5-[9-[2-(2,6-Dioxopiperidin-3-Yl)-1,3-Dioxoisoindol-5-Yl]-1-Oxa-4,9-Diazaspiro[5.5]Undecan-4-Yl]Pentanoate